ClC1=C(C=C(C=C1)[C@@H]1N(C[C@H](CC1)C)C(C(=O)NC=1C=C(C=NC1)C(=O)N)=O)C(F)(F)F |r| rac-5-{2-[(2R,5S)-2-[4-chloro-3-(trifluoromethyl)phenyl]-5-methylpiperidin-1-yl]-2-oxoacetamido}pyridine-3-carboxamide